4-(4-(4-Acryloylpiperazin-1-yl)phenyl)-6-(1-(2-cyanopropan-2-yl)-1H-pyrazol-4-yl)pyrazolo[1,5-a]pyridine-3-carbonitrile C(C=C)(=O)N1CCN(CC1)C1=CC=C(C=C1)C=1C=2N(C=C(C1)C=1C=NN(C1)C(C)(C)C#N)N=CC2C#N